BrC=1C=C(C=C(C1)Cl)NC(=O)NC1=CC(=CC=C1)OC(F)(F)F 1-(3-bromo-5-chlorophenyl)-3-(3-trifluoromethoxyphenyl)urea